3-Amino-6-bromo-5-trifluoromethyl-pyridine-2-carboxylic acid (3,3,3-trifluoro-2-hydroxy-2-trifluoromethyl-propyl)-amide FC(C(CNC(=O)C1=NC(=C(C=C1N)C(F)(F)F)Br)(C(F)(F)F)O)(F)F